[Si](C)(C)(C(C)(C)C)OC1C(C2CN(C3=C(C(N2C1)=O)C=C(C=C3)OC)COCC[Si](C)(C)C)=O 2-(tert-butyldimethylsilyloxy)-7-methoxy-10-((2-(trimethylsilyl)ethoxy)methyl)-1,2,3,10,11,11a-hexahydro-5H-pyrrolo[2,1-c][1,4]-benzodiazepin-5,1-dione